ClC=1C(=NC(=NC1)NC1=C(C=C(C=C1)N1CCC(CC1)NCCSC=1C=C2CN(C(C2=CC1)=O)C1C(NC(CC1)=O)=O)OC)NC1=C(C=CC=C1)P(=O)(OC)OC 3-(5-((2-((1-(4-((5-chloro-4-((2-(dimethylphosphono)phenyl)amino)pyrimidin-2-yl)amino)-3-methoxyphenyl)piperidin-4-yl)amino)ethyl)thio)-1-oxoisoindolin-2-yl)piperidine-2,6-dione